ClC1=CC=C(C=C1)N1C(C=2N([C@H](C1)C)N=CC2C=2C=CC=1N(C2)C=CN1)=O (7S)-5-(4-Chlorophenyl)-3-(imidazo[1,2-a]pyridin-6-yl)-7-methyl-6,7-dihydropyrazolo[1,5-a]-pyrazin-4(5H)-on